C(CC)N1CCCC2CC3=C(CC12)C=CC(=C3)O propyl-1,2,3,4,4a,5,10,10a-octahydrobenzo[g]quinolin-7-ol